2',4',6'-tris(1-methylethyl)[1,1'-biphenyl] CC(C)C1=C(C(=CC(=C1)C(C)C)C(C)C)C1=CC=CC=C1